NC=1C(=C(C(=CC1)F)N(C(OC(C)(C)C)=O)CC=1C=C2C(=NC1)N(N=C2C)C2OCCCC2)F tert-butyl N-(3-amino-2,6-difluorophenyl)-N-[[3-methyl-1-(oxan-2-yl)pyrazolo[3,4-b]pyridin-5-yl]methyl]carbamate